6-(6-(1-(2,2-difluoro-1-(4-fluorophenyl)propyl)-1H-pyrazol-4-yl)pyrazin-2-yl)-2-(2,5-dimethyl-1H-pyrrol-1-yl)-5-methyl-[1,2,4]triazolo[1,5-a]pyridine FC(C(C1=CC=C(C=C1)F)N1N=CC(=C1)C1=CN=CC(=N1)C=1C=CC=2N(C1C)N=C(N2)N2C(=CC=C2C)C)(C)F